COC1=C(C=CC=C1)C1=NC(=NC=C1)NC1=CC=C2C(=CCN(C2=C1)C)N1CCOCC1 7-{[4-(2-methoxyphenyl)pyrimidin-2-yl]amino}-4-morpholino-1-methylquinolin